5-(1-((1-methylcyclopentyl)methyl)-1H-pyrazol-4-yl)picolinonitril CC1(CCCC1)CN1N=CC(=C1)C=1C=CC(=NC1)C#N